3-(2-Isocyanovinyl)-1H-indole [N+](#[C-])C=CC1=CNC2=CC=CC=C12